2-(5-chloro-2H-benzotriazol-2-yl)-6-t-butyl-4-methylphenol ClC1=CC=2C(=NN(N2)C2=C(C(=CC(=C2)C)C(C)(C)C)O)C=C1